N[C@H]1C[C@@H](CCC1)O (1R,3R)-3-aminocyclohexan-1-ol